N1C(=CC=C1)C(=O)O azole-carboxylic acid